NC=1C=C(C=C2C=C(N=CC12)NC(=O)C1C(C1)F)C1=CN=NC=C1C1CC1 N-(8-amino-6-(5-cyclopropylpyridazin-4-yl)isoquinolin-3-yl)-2-fluorocyclopropane-1-carboxamide